(3S,4S)-tert-butyl 4-fluoro-3-((4-(6-(2-hydroxypropan-2-yl)-7-methoxyimidazo[1,2-b]pyridazin-3-yl)pyrimidin-2-yl)amino)piperidine-1-carboxylate F[C@@H]1[C@H](CN(CC1)C(=O)OC(C)(C)C)NC1=NC=CC(=N1)C1=CN=C2N1N=C(C(=C2)OC)C(C)(C)O